ClC=1C(=NC=CC1)C(=O)NC1(C[C@@H]2[C@@H](CN(C2)C2=NC=C(C=C2)C=2C=3N(C=C(C2)OCC(C)(C)O)N=CC3C#N)C1)C 3-chloro-N-((3aR,5r,6aS)-2-(5-(3-cyano-6-(2-hydroxy-2-methylpropoxy)pyrazolo[1,5-a]pyridin-4-yl)pyridin-2-yl)-5-methyloctahydrocyclopenta[c]pyrrol-5-yl)picolinamide